N1(CCC1)C(C([C@H](C[C@H]1C(NCCC1)=O)NC(=O)[C@@H]1[C@H]2C([C@H]2CN1C(=O)C=1NC2=CC=CC(=C2C1)OC)(C)C)O)=O (1R,2S,5S)-N-((2S)-4-(azetidin-1-yl)-3-hydroxy-4-oxo-1-((S)-2-oxopiperidin-3-yl)butan-2-yl)-3-(4-methoxy-1H-indole-2-carbonyl)-6,6-dimethyl-3-azabicyclo[3.1.0]hexane-2-carboxamide